4-(furo[3,2-c]pyridin-4-yl)-N-[1-(4-methylpyrimidin-2-yl)piperidin-4-yl]benzamide O1C=CC=2C(=NC=CC21)C2=CC=C(C(=O)NC1CCN(CC1)C1=NC=CC(=N1)C)C=C2